O[C@@H]1[C@H](O[C@H]([C@@H]1O)N1C2=NC(=NC(=C2N=C1)NCC1=NC(=CC=C1)C)C=1C=NC=CC1)C(=O)NC (2S,3S,4R,5R)-3,4-Dihydroxy-N-methyl-5-(6-(((6-methylpyridin-2-yl)methyl)amino)-2-(pyridine-3-yl)-9H-purin-9-yl)tetrahydrofuran-2-carboxamide